C1(=CC=C(C=C1)N(C1=CC=C(C=C1)C1=CC=CC=C1)C1=CC=C(C=C1)C1=CC=C(C=C1)N(C1=CC=C(C=C1)C1=CC=CC=C1)C1=CC=C(C=C1)C1=CC=CC=C1)C1=CC=CC=C1 4,4'-bis[N,N-di(biphenyl-4-yl)amino]-1,1'-biphenyl